1,3-diisopropylimidazo[1,2-a]pyridin-1-ium iodide [I-].C(C)(C)[N+]=1C=C(N2C1C=CC=C2)C(C)C